2,5-dioxopyrrolidin-1-yl 4-fluorobenzoate FC1=CC=C(C(=O)ON2C(CCC2=O)=O)C=C1